2,2-Dimethyl-5-(1-methylpiperidin-4-yl)-N-phenethyl-3,4-dihydroquinoline-1(2H)-carboxamide CC1(N(C2=CC=CC(=C2CC1)C1CCN(CC1)C)C(=O)NCCC1=CC=CC=C1)C